(S)-4-((2-(dimethylamino)-2-oxoethyl)(4-(5,6,7,8-tetrahydro-1,8-naphthyridin-2-yl)butyl)amino)-2-((1-methyl-1H-pyrazolo[3,4-d]pyrimidin-4-yl)amino)butanoic acid CN(C(CN(CC[C@@H](C(=O)O)NC1=C2C(=NC=N1)N(N=C2)C)CCCCC2=NC=1NCCCC1C=C2)=O)C